methyl 6-methoxy-5-(4,4,5,5-tetramethyl-1,3,2-dioxaborolan-2-yl)nicotinate COC1=NC=C(C(=O)OC)C=C1B1OC(C(O1)(C)C)(C)C